NC=1C=C(OCCCS(=O)(=O)O)C=CC1OCC 3-(3-amino-4-ethoxyphenoxy)propane-1-sulfonic acid